ClC=1C(=NC(=NC1)N[C@H]1[C@@H](CN(CC1)S(=O)(=O)CC)O)C=1C=C(C2=C(N(C(=N2)C)C2COC2)C1)F (3R,4R)-4-({5-chloro-4-[4-fluoro-2-methyl-1-(oxetan-3-yl)-1H-benzimidazol-6-yl]pyrimidin-2-yl}amino)-1-(ethylsulfonyl)piperidin-3-ol